potassium lactose OC1[C@H](O)[C@@H](O)[C@H](O[C@H]2[C@H](O)[C@@H](O)[C@@H](O)[C@H](O2)CO)[C@H](O1)CO.[K]